COC=1C(=C2C=CNC2=C(C1)C)CN1[C@H](C[C@@H](CC1)C)C1=CC=C(C=2CCCCC12)C(=O)O 4-((2R,4R)-1-((5-methoxy-7-methyl-1H-indol-4-yl)methyl)-4-methylpiperidin-2-yl)-5,6,7,8-tetrahydro-naphthalene-1-carboxylic acid